C1C=2N(C=NN1CC(=O)N)C=CC2 PYRROLO[1,2-D][1,2,4]TRIAZIN-2-YL-ACETAMIDE